CNC1=CC=C(C=C1)S(=O)(=O)C1=C(C=CC=C1)C(C(CC)=O)=O 1-(4-methylaminobenzenesulfonylphenyl)butane-1,2-dione